C(=C)[Si](OCCOC)(OCCOC)OCCOC vinyl-tris-(beta-methoxyethoxy)silane